tri-tert-butyl (5S,12S,16S)-5-[(4-tert-butylphenyl)methyl]-1-(9H-fluoren-9-yl)-3,6,14-trioxo-2-oxa-4,7,13,15-tetraazaoctadecane-12,16,18-tricarboxylate C(C)(C)(C)C1=CC=C(C=C1)C[C@H](NC(OCC1C2=CC=CC=C2C=2C=CC=CC12)=O)C(NCCCC[C@H](NC(N[C@@H](CCC(=O)OC(C)(C)C)C(=O)OC(C)(C)C)=O)C(=O)OC(C)(C)C)=O